7-bromo-6-fluoro-4-iodo-2,3-dihydro-1H-inden-5-amine BrC=1C(=C(C(=C2CCCC12)I)N)F